BrC1=NN(C(=C1)/C(=C/C(=O)[O-])/F)C1=NC=CC=C1Cl (Z)-3-(3-bromo-1-(3-chloro-2-pyridinyl)-1H-pyrazol-5-yl)-3-fluoroacrylate